N-(4-anilinophenyl)-maleimide N(C1=CC=CC=C1)C1=CC=C(C=C1)N1C(C=CC1=O)=O